FC1=C2C(=C(NC2=C(C=C1)F)C1=CC(=CC=C1)F)C=O 4,7-DIFLUORO-2-(3-FLUOROPHENYL)-1H-INDOLE-3-CARBOXALDEHYDE